2-[1-(2-Difluoromethyl-pyridin-4-yl)-azetidin-3-yl]-1-(1,3,5,6,7,8-hexahydro-pyrrolo[3,4-b]quinolin-2-yl)-ethanone FC(C1=NC=CC(=C1)N1CC(C1)CC(=O)N1CC2=NC=3CCCCC3C=C2C1)F